ClC=1C2=C(N=CN1)N(C=C2)C[C@@H]2[C@H](CN(CC2)C(=O)OC(C)(C)C)F |r| rac-tert-Butyl (3R,4R)-4-((4-chloro-7H-pyrrolo[2,3-d]pyrimidin-7-yl)methyl)-3-fluoropiperidine-1-carboxylate